4-((S)-4-acryloyl-3-(cyanomethyl)piperazin-1-yl)-7-(2-fluoro-5-methylphenyl)-2-(((S)-1-methylpyrrolidin-2-yl)methoxy)quinazoline-6-carbonitrile C(C=C)(=O)N1[C@H](CN(CC1)C1=NC(=NC2=CC(=C(C=C12)C#N)C1=C(C=CC(=C1)C)F)OC[C@H]1N(CCC1)C)CC#N